ClC1=CC=C(C=C1)C=1C=CC=2N(C3=CC=CC=C3C2C1)C1=CC2=CC=CC=C2C=C1 3-(4-chlorophenyl)-9-(naphthalen-2-yl)-9H-carbazole